CC1N(CCC(C1)CN)C=1C=2N(C=C(N1)C=1C=NN(C1)C)N=CC2 (2-methyl-1-(6-(1-methyl-1H-pyrazol-4-yl)pyrazolo[1,5-a]pyrazin-4-yl)piperidin-4-yl)methylamine